Methyl 3-((4-(2-(5-phenyl-1H-imidazol-2-yl)pyridin-4-yl)-1H-pyrazol-1-yl)methyl)benzoate trifluoroacetate salt FC(C(=O)O)(F)F.C1(=CC=CC=C1)C1=CN=C(N1)C1=NC=CC(=C1)C=1C=NN(C1)CC=1C=C(C(=O)OC)C=CC1